O=C1OCC2=CC(=CC=C12)\C(=C/C(=O)O)\C (Z)-3-(1-oxo-1,3-dihydroisobenzofuran-5-yl)but-2-enoic acid